ClC1N(C(C2(C3=CC=NC=C13)CCCC2)=O)C2=C(C(=CC(=C2F)OC)OC)F chloro-2'-(2,6-difluoro-3,5-dimethoxyphenyl)-1'H-spiro[cyclopentane-1,4'-[2,7]naphthyridin]-3'(2'H)-one